CC(/C=C/C(C(=O)O)NC(=O)C=1C(=NC(=NC1)NC1=CC=C(C=C1)C)C)(C)C (E)-5,5-dimethyl-2-[4-methyl-2-(p-toluylamino)-5-pyrimidinylcarbonylamino]-3-hexenoic acid